diphenyl-(p-isopropylphenyl)sulfonium C1(=CC=CC=C1)[S+](C1=CC=C(C=C1)C(C)C)C1=CC=CC=C1